3-(tert-butoxycarbonylamino)piperidine C(C)(C)(C)OC(=O)NC1CNCCC1